(1R,4R,5S)-2-benzyl-4-(4-chlorophenoxy)-2-azabicyclo[3.2.1]octane C(C1=CC=CC=C1)N1[C@@H]2CC[C@H]([C@H](C1)OC1=CC=C(C=C1)Cl)C2